(S)-quinuclidin-3-yl (5-(3,4-dimethoxyphenyl)-2,2-diethyl-2,3-dihydro-1H-inden-1-yl)carbamate COC=1C=C(C=CC1OC)C=1C=C2CC(C(C2=CC1)NC(O[C@@H]1CN2CCC1CC2)=O)(CC)CC